(t-butyl) O-(2-ethylhexyl) monoperoxycarbonate C(OC(C)(C)C)(=O)OOCC(CCCC)CC